CS(=O)(=O)OCC1CCC(CC1)N(C)C(=O)OC(C)(C)C ((1s,4s)-4-((Tert-butoxycarbonyl)(methyl)amino)cyclohexyl)methyl methanesulfonate